methyl-2'-oxospiro[cyclopropane-1,3'-indole] CC1=C2C3(C(NC2=CC=C1)=O)CC3